tert-Butyl 4-(3-bromo-1H-pyrazol-5-yl)-4-hydroxypiperidine-1-carboxylate BrC1=NNC(=C1)C1(CCN(CC1)C(=O)OC(C)(C)C)O